5,8-dioxadodecan-3,10-diamine CCC(COCCOCC(CC)N)N